NC1=C2C(=NC=N1)N(N=C2C2=CC=C(C(=O)NC)C=C2)C(CC)C2=NC1=CC=CC(=C1C(N2C2CC2)=O)F 4-(4-amino-1-(1-(3-cyclopropyl-5-fluoro-4-oxo-3,4-dihydro-quinazolin-2-yl)propyl)-1H-pyrazolo[3,4-d]pyrimidin-3-yl)-N-methylbenzamide